C(CCCCCCCCCCC)NC(N(CC(=O)O)C)=N.[Na] sodium N-dodecylcreatine